COC1=NC(=NC=C1)COCC(C)=O 1-((4-methoxypyrimidin-2-yl)methoxy)propan-2-one